COC(C1CCN(CC1)C=1C(=C2CN(C(C2=CC1)=O)C1C(NC(CC1)=O)=O)F)OC 3-(5-(4-(dimethoxymethyl)piperidin-1-yl)-4-fluoro-1-oxoisoindolin-2-yl)piperidine-2,6-dione